FC(F)(F)CC=CCCCCC (trifluoromethyl)-2-octene